N-(4-thiophene-2-yl-phenyl)-N,N-bis{4-(2-phenyl-benzooxazole-6-yl)-phenyl}-amine S1C(=CC=C1)C1=CC=C(C=C1)N(C1=CC=C(C=C1)C1=CC2=C(N=C(O2)C2=CC=CC=C2)C=C1)C1=CC=C(C=C1)C1=CC2=C(N=C(O2)C2=CC=CC=C2)C=C1